ClC=1C=C(C=CC1)NCC(=O)N1[C@@H]2CC([C@H]([C@@H]1C(=O)N[C@H](C[C@H]1C(NCC1)=O)\C=C(/S(=O)(=O)C)\F)CC2)(F)F (1S,3R,4S)-2-((3-chlorophenyl)glycyl)-5,5-difluoro-N-((R,Z)-4-fluoro-4-(methylsulfonyl)-1-((S)-2-oxopyrrolidin-3-yl)but-3-en-2-yl)-2-azabicyclo[2.2.2]octane-3-carboxamide